N-[1-({3,4-difluoro-2-[(2-fluoro-4-iodophenyl)amino]phenyl}carbonyl)azetidin-3-yl]-N2-methylglycinamide trifluoroacetate salt FC(C(=O)O)(F)F.FC=1C(=C(C=CC1F)C(=O)N1CC(C1)NC(CNC)=O)NC1=C(C=C(C=C1)I)F